The molecule is an optically active form of idonate having L-configuration; major species at pH 7.3. It has a role as an Escherichia coli metabolite. It is a conjugate base of a L-idonic acid. C([C@@H]([C@H]([C@@H]([C@H](C(=O)[O-])O)O)O)O)O